C(=O)C=1C(=C(CN2CCN(CCN(CC2)CC2=CC=CC=C2)CC2=C(C(=CC(=C2)C)C=O)O)C=C(C1)C)O 1,4-bis-(3-formyl-2-hydroxy-5-methylbenzyl)-7-benzyl-1,4,7-triazacyclononane